trimethoxyethyl-silane COC(C[SiH3])(OC)OC